C(CCCCCCC(=O)OCC(COC(CCCCCCC(=O)OCC\C=C/CCCC)=O)(CO)CO)(=O)OCC\C=C/CCCC O8-[2,2-bis(hydroxymethyl)-3-[8-[(Z)-oct-3-enoxy]-8-oxo-octanoyl]oxy-propyl] O1-[(Z)-oct-3-enyl] octanedioate